1-(5-(8-((2-fluoro-3-methyl-4-((1-methyl-1H-benzo[d][1,2,3]triazol-5-yl)oxy)phenyl)amino)pyrimido[5,4-d]pyrimidin-2-yl)-2,5-diazabicyclo[4.1.0]heptan-2-yl)prop-2-en-1-one FC1=C(C=CC(=C1C)OC1=CC2=C(N(N=N2)C)C=C1)NC1=NC=NC2=C1N=C(N=C2)N2CCN(C1CC21)C(C=C)=O